COB1OC(C2=C1C=CC(=C2)NC2=NC=C(C(=N2)N[C@H](CO)C2=CC=CC=C2)C=2OC(=NN2)C)(C)C (S)-2-((2-((1-methoxy-3,3-dimethyl-1,3-dihydrobenzo[c][1,2]oxaborol-5-yl)amino)-5-(5-methyl-1,3,4-oxadiazol-2-yl)pyrimidin-4-yl)amino)-2-phenylethan-1-ol